(R)-4-((3-(2,3-difluoro-4-methoxyphenyl)imidazo[1,2-a]pyrazin-8-yl)amino)-2-methyl-N-(pyrrolidin-3-yl)benzamide FC1=C(C=CC(=C1F)OC)C1=CN=C2N1C=CN=C2NC2=CC(=C(C(=O)N[C@H]1CNCC1)C=C2)C